(2Z)-7-[4-hydroxy-2-(trifluoromethyl)phenyl]-2-(hydroxyimino)-1,2,3,4-tetrahydronaphthalen OC1=CC(=C(C=C1)C1=CC=C2CC/C(/CC2=C1)=N/O)C(F)(F)F